((((S)-pentafluorophenoxy) ([1,1'-biphenyl]-4-yloxy) phosphoryl) amino) propionate C(CC)(=O)ONP(=O)(OC1=CC=C(C=C1)C1=CC=CC=C1)OC1=C(C(=C(C(=C1F)F)F)F)F